OCCC1CC(N(C(C1)(C)C)CCO)(C)C 4-hydroxyethyl-2,2,6,6-tetramethyl-1-piperidineethanol